(R)-4-(7-(3-aminopiperidin-1-yl)-3-(2-fluoro-4-morpholinophenyl)-3H-imidazo[4,5-b]pyridin-2-yl)-2-fluorobenzonitrile N[C@H]1CN(CCC1)C1=C2C(=NC=C1)N(C(=N2)C2=CC(=C(C#N)C=C2)F)C2=C(C=C(C=C2)N2CCOCC2)F